2,5-bishydroxyethylfuran OCCC=1OC(=CC1)CCO